(S)-4-(7-(4-cyanopyridin-2-yl)-5-(dimethylamino)-7H-pyrrolo[2,3-d]pyrimidin-4-yl)-3-methylpiperazine-1-carboxylic acid tert-butyl ester C(C)(C)(C)OC(=O)N1C[C@@H](N(CC1)C=1C2=C(N=CN1)N(C=C2N(C)C)C2=NC=CC(=C2)C#N)C